ClC1=CC=C2C=CC(NC2=C1Cl)=O 7,8-Dichloroquinolin-2(1H)-one